C(O)CN.[Na] sodium monoethanolamine